ClC1=CC(=NC=N1)N(C(OC(C)(C)C)=O)CCN1C(=CC2=C(C=C(C(=C12)F)F)C)C#N tert-butyl (6-chloropyrimidin-4-yl)(2-(2-cyano-6,7-difluoro-4-methyl-1H-indol-1-yl)ethyl)carbamate